methyl 2-[[4-[2-(4-aminophenyl) ethynyl] benzoyl] amino]-3-(tert-butoxycarbonylamino)-3-methyl-butanoate NC1=CC=C(C=C1)C#CC1=CC=C(C(=O)NC(C(=O)OC)C(C)(C)NC(=O)OC(C)(C)C)C=C1